(E)-N-((E)-4-(1-(4-(4-(5-(2-(2,6-dioxopiperidin-3-yl)-1-oxoisoindolin-4-yl)pent-4-yn-1-yl)piperazin-1-yl)benzoyl)piperidin-4-yl)but-2-en-1-yl)-3-(pyridin-3-yl)acrylamide O=C1NC(CCC1N1C(C2=CC=CC(=C2C1)C#CCCCN1CCN(CC1)C1=CC=C(C(=O)N2CCC(CC2)C/C=C/CNC(\C=C\C=2C=NC=CC2)=O)C=C1)=O)=O